naphth-7-one C1=CC=CC2=CCC(C=C12)=O